4-(6-(4-benzylpiperazin-1-yl)pyridin-3-yl)-6-(2-(trifluoromethoxy)ethoxy)pyrazolo[1,5-a]pyridine-3-carbonitrile C(C1=CC=CC=C1)N1CCN(CC1)C1=CC=C(C=N1)C=1C=2N(C=C(C1)OCCOC(F)(F)F)N=CC2C#N